[Cd].[Si].[In].[P] phosphorus indium silicon cadmium